(5-bromo-2-chloro-phenyl)hexahydropyrimidine-2,4-dione BrC=1C=CC(=C(C1)N1C(NC(CC1)=O)=O)Cl